(1R,2R,4S)-2-fluoro-N4-(2-(3-((2-methoxy-4-(methylsulfonyl)phenyl)amino)prop-1-yn-1-yl)-1-(2,2,2-trifluoroethyl)-1H-indol-4-yl)cyclohexane-1,4-diamine F[C@H]1[C@@H](CC[C@@H](C1)NC1=C2C=C(N(C2=CC=C1)CC(F)(F)F)C#CCNC1=C(C=C(C=C1)S(=O)(=O)C)OC)N